C(C)(C)(C)OC(=O)N1CC(C1)NC1=CC(=C(C(=C1)F)[C@H]1N([C@@H](CN2C1=CC=1C=CC=CC21)C)CC(F)(F)F)F 3-((3,5-difluoro-4-((1R,3R)-3-methyl-2-(2,2,2-trifluoroethyl)-1,2,3,4-tetrahydropyrazino[1,2-a]indol-1-yl)phenyl)amino)azetidine-1-carboxylic acid tert-butyl ester